C1(CCCCC1)C1=CC=C(C=C1)NC=1C2=C(N=C(N1)C1=CC(=NC=C1)C)COC2 N-(4-cyclohexylphenyl)-2-(2-methylpyridin-4-yl)-5,7-dihydrofuro[3,4-d]pyrimidin-4-amine